(4-((cyclohexylmethyl)amino)piperazin-1-yl)-8-nitro-6-(trifluoromethyl)-4H-benzo[e][1,3]thiazin-4-one C1(CCCCC1)CNN1CCN(CC1)C=1SC2=C(C(N1)=O)C=C(C=C2[N+](=O)[O-])C(F)(F)F